O=C1NC2=C(N[C@@H]1[C@H](NC(OC(C)(C)C)=O)C1=CC=CC=C1)N=CC=C2 tert-butyl N-[(R)-[(3R)-2-oxo-3,4-dihydro-1H-pyrido[2,3-b]pyrazin-3-yl]-phenyl-methyl]carbamate